[3-[(4-methoxyphenyl)methoxy]but-1-ynyl]-5-(3-tetrahydropyran-2-yloxycyclobutoxy)pyridine COC1=CC=C(C=C1)COC(C#CC1=NC=C(C=C1)OC1CC(C1)OC1OCCCC1)C